tert-butyl (S)-3-(3-(2-(hydroxymethyl)azetidin-1-yl)propoxy)propanoate OC[C@H]1N(CC1)CCCOCCC(=O)OC(C)(C)C